2-(4-bromophenyl)-4-hydroxy-6-((4-(trifluoromethyl)phenoxy)methyl)cyclohexane-1-carboxylate BrC1=CC=C(C=C1)C1C(C(CC(C1)O)COC1=CC=C(C=C1)C(F)(F)F)C(=O)[O-]